aminotetracene NC1=CC=CC2=CC3=CC4=CC=CC=C4C=C3C=C12